(R)-6-chloro-3-((1-(3,6-dimethyl-2-(1-methyl-1H-pyrazol-5-yl)-4-oxo-3,4-dihydroquinazolin-8-yl)ethyl)amino)picolinic acid ClC1=CC=C(C(=N1)C(=O)O)N[C@H](C)C=1C=C(C=C2C(N(C(=NC12)C1=CC=NN1C)C)=O)C